C[C@@H]1CN(CCO1)CC1=CC(=C2CNC(C2=C1)=O)C(F)(F)F 6-{[(2R)-2-methylmorpholin-4-yl]methyl}-4-(trifluoromethyl)-2,3-dihydroisoindol-1-one